Cl[Si](C)(C)C chloro(trimethylsilane)